C(C)(SC1CC(C1)O[Si](C1=CC=CC=C1)(C1=CC=CC=C1)C(C)(C)C)=O S-(3-((tert-butyldiphenylsilyl)oxy)cyclobutyl) ethanethioate